ClC1=NC=C(C(=N1)Cl)O[C@@H]1C[C@H](CCC1)C(=O)OC methyl (1S,3S)-3-((2,4-dichloropyrimidin-5-yl)oxy)cyclohexanecarboxylate